3-{4-chloro-2-[3-(2,4-diamino-6-ethylpyrimidin-5-yloxy)propoxy]phenyl}propanoic acid ClC1=CC(=C(C=C1)CCC(=O)O)OCCCOC=1C(=NC(=NC1CC)N)N